FC=1C=C(C=C(C1)F)C(C)OC=1C=C2C(=NNC2=CC1)C1=NC2=C(N1)CN(C2)CC2CCN(CC2)C(=O)OC Methyl 4-((2-(5-(1-(3,5-Difluorophenyl)ethoxy)-1H-Indazol-3-yl)-4,6-Dihydropyrrolo[3,4-d]imidazol-5(1H)-yl)methyl)piperidin-1-Carboxylat